2-(4-(3-isopropyl-2-(8-methyltetrazolo[1,5-a]pyridin-6-yl)-1H-indol-5-yl)piperidin-1-yl)acetonitrile C(C)(C)C1=C(NC2=CC=C(C=C12)C1CCN(CC1)CC#N)C=1C=C(C=2N(C1)N=NN2)C